(5S)-2-[(5-Chloropyridin-2-yl)methyl]-5-[(3,3-difluoropyrrolidin-1-yl)carbonyl]-5,6,7,8-tetrahydro[1,2,4]triazolo[4,3-a]pyridin-3(2H)-one ClC=1C=CC(=NC1)CN1N=C2N([C@@H](CCC2)C(=O)N2CC(CC2)(F)F)C1=O